2-(2-fluoro-4-hydroxy-phenyl)acetic acid methyl ester COC(CC1=C(C=C(C=C1)O)F)=O